N-(1-(2-amino-6-methylpyrimidin-4-yl)piperidin-4-yl)-3-(pyrrolidin-1-yl)benzamide NC1=NC(=CC(=N1)N1CCC(CC1)NC(C1=CC(=CC=C1)N1CCCC1)=O)C